I(=O)(=O)(=O)[O-].[Na+].S(=O)(=O)(O[O-])O.[K+] potassium peroxymonosulfate Sodium periodate